FC1=C(C(=O)N/N=C(\C)/C=2C=NC=CC2)C=CC=C1 (E)-2-fluoro-N'-(1-(pyridin-3-yl)ethylidene)benzohydrazide